[2-[2-[2-[2,3-bis[8-(1-octylnonoxy)-8-oxo-octoxy]propoxy]ethoxy]ethoxy]ethoxy]ethyl 1-methylpiperidine-3-carboxylate CN1CC(CCC1)C(=O)OCCOCCOCCOCCOCC(COCCCCCCCC(OC(CCCCCCCC)CCCCCCCC)=O)OCCCCCCCC(=O)OC(CCCCCCCC)CCCCCCCC